1,3,5-tris{4-[bis(9,9-dimethyl-fluorene-2-yl)amino]phenyl}benzene CC1(C2=CC=CC=C2C=2C=CC(=CC12)N(C1=CC=C(C=C1)C1=CC(=CC(=C1)C1=CC=C(C=C1)N(C1=CC=2C(C3=CC=CC=C3C2C=C1)(C)C)C1=CC=2C(C3=CC=CC=C3C2C=C1)(C)C)C1=CC=C(C=C1)N(C1=CC=2C(C3=CC=CC=C3C2C=C1)(C)C)C1=CC=2C(C3=CC=CC=C3C2C=C1)(C)C)C1=CC=2C(C3=CC=CC=C3C2C=C1)(C)C)C